ClC=1N=NC(=CC1)C1=C(C=C(C=C1)C1=CN=NC(=C1)OC)OCOC 3-chloro-6-[2-(methoxymethoxy)-4-(6-methoxypyridazin-4-yl)phenyl]pyridazine